2-(8-chloro-2-methylimidazo[1,2-a]pyridin-6-yl)-7-[(8aR)-hexahydropyrrolo[1,2-a]pyrazin-2(1H)-yl]-4H-pyrido[1,2-a]pyrimidin-4-one ClC=1C=2N(C=C(C1)C=1N=C3N(C(C1)=O)C=C(C=C3)N3C[C@@H]1N(CC3)CCC1)C=C(N2)C